2-cyclopropyl-2-propanamine C1(CC1)C(C)(C)N